FC1=CC2=C(N=C(S2)NC[C@@H]2N(C3CC([C@@H]2C)C3)C(=O)C=3C=C(C#N)C=CC3N3N=CC=N3)C=C1 3-[(3R,4S)-3-{[(6-Fluoro-1,3-benzothiazol-2-yl)amino]methyl}-4-methyl-2-azabicyclo[3.1.1]heptan-2-carbonyl]-4-(2H-1,2,3-triazol-2-yl)benzonitril